BrC1=CC=C(C=C1C1=C(C=CC=C1)Cl)C1=CC=2C3=CC=CC=C3C3=CC=CC=C3C2C=C1 2-(6-bromo-2'-chloro-[1,1'-biphenyl]-3-yl)triphenylene